OC(=O)C(F)(F)F.CN(C=1C=C(C(=O)N[C@H]2CNCC2)C=CC1)C(C(C)C)=O (R)-3-(N-methyl-isobutyrylamino)-N-(pyrrolidin-3-yl)benzamide TFA salt